FC1(C(CN(C1)C1=NC(=CC(=C1)C1=C(C=CC(=C1)NC(=O)N1C[C@@H](CC1)CC(F)(F)F)C)N1CCOCC1)NC(OCC1=CC=CC=C1)=O)F Benzyl N-[4,4-difluoro-1-(4-{2-methyl-5-[(3S)-3-(2,2,2-trifluoroethyl)pyrrolidine-1-carbonylamino]phenyl}-6-(morpholin-4-yl)pyridin-2-yl)pyrrolidin-3-yl]carbamate